4-(3-((Quinoxalin-6-ylmethyl)amino)pyridin-4-yl)piperazin-2-one N1=CC=NC2=CC(=CC=C12)CNC=1C=NC=CC1N1CC(NCC1)=O